N(N)C1SC2=C(N1)C=CC(=C2)C 2-hydrazino-6-methyl-2,3-dihydro-benzothiazole